7-(difluoromethyl)-2,2,3,3-tetrafluoro-6-(3-fluoro-5-methylphenoxy)-2,3-dihydro-1H-inden-1-ol FC(C=1C(=CC=C2C(C(C(C12)O)(F)F)(F)F)OC1=CC(=CC(=C1)C)F)F